FC(CO[C@@H]1[C@H]([C@H]([C@H](O[C@]12OCCCC2)CO)O)N2N=NC(=C2)C2=CC(=C(C(=C2)F)F)F)F (2r,3r,4s,5r,6s)-5-(2,2-difluoroethoxy)-2-(hydroxymethyl)-4-(4-(3,4,5-trifluorophenyl)-1H-1,2,3-triazol-1-yl)-1,7-dioxaspiro[5.5]undecan-3-ol